(2S,3R)-p-nitrophenylserine [N+](=O)([O-])C1=CC=C(C=C1)N[C@@H](CO)C(=O)O